CONCC=1C(NC(NC1)=S)=O methoxyaminomethyl-2-thiouracil